ClC1(C(C=CC=C1)Cl)S(=O)(=O)O.[N+](=[N-])=C(C(=O)OCCCCOC(C(C(=O)C)=[N+]=[N-])=O)C(=O)C 1,4-bis(alpha-diazoacetoacetoxy)butane 1,2-dichlorobenzenesulfonate